(3aS,3bR,4R,5R,5aS,11aR,11bS,13aS)-8-amino-11a,13a-dimethyl-1-methylene-2,3,3a,3b,4,5,5a,6,11,11a,11b,12,13,13a-tetradecahydro-1H-cyclopenta[5,6]naphtho[1,2-g]quinazoline-4,5-diol NC1=NC=2C[C@H]3[C@](CC2C=N1)([C@H]1CC[C@]2([C@H]([C@@H]1[C@H]([C@@H]3O)O)CCC2=C)C)C